Aluminium sulfid [S-2].[Al+3].[S-2].[S-2].[Al+3]